6-fluoro-1-methyl-5-(5-((2-(trifluoromethyl)pyrimidin-5-yl)ethynyl)-3,4-dihydroquinolin-1(2H)-yl)-[1,2,4]triazolo[4,3-a]quinazoline FC1=C2C(=NC=3N(C2=CC=C1)C(=NN3)C)N3CCCC1=C(C=CC=C31)C#CC=3C=NC(=NC3)C(F)(F)F